C(C)(C)(C)OC(=O)N1CC(C(C1)=O)(C(F)(F)F)C 3-Methyl-4-oxo-3-(trifluoromethyl)pyrrolidine-1-carboxylic acid tert-butyl ester